BrC=1C=CC(=C(C1)N([C@H](CNC=O)C)S(=O)(=O)C1=CC=C(C=C1)[N+](=O)[O-])F N-[(2S)-2-[N-(5-bromo-2-fluorophenyl)4-nitrobenzenesulfonylamino]propyl]carboxamide